neopentyl glycol Hydroxypivalate OCC(C(=O)OCC(C)(CO)C)(C)C